C(CCCC\C=C/C\C=C/C\C=C/C\C=C/CC)(=O)N[C@@H](CC1=CC=CC=C1)C(=O)O N-stearidonoyl-phenylalanine